2-methylindazole-6-carboxaldehyde CN1N=C2C=C(C=CC2=C1)C=O